FC1=C(C(=CC(=C1)F)OCCOC)C=1C2=C(C(OC1C(=O)OCC)=O)C(=CS2)F ethyl 7-[2,4-difluoro-6-(2-methoxyethoxy)phenyl]-3-fluoro-4-oxo-thieno[3,2-c]pyran-6-carboxylate